FC(C=1C=CC=2N(N1)C(=CN2)C2=CC(=NC=N2)N2CCOCC(C2)CNS(=O)(=O)C)F N-((4-(6-(6-(difluoromethyl)imidazo[1,2-b]pyridazin-3-yl)pyrimidin-4-yl)-1,4-oxaazepan-6-yl)methyl)methanesulfonamide